ClC=1C=C(CN2CCC(CC2)C(NC2=CC(=CC=C2)C=2OC(NN2)=O)=O)C=C(C1)Cl 3,5-dichlorobenzyl-4-((3-(5-oxo-4,5-dihydro-1,3,4-oxadiazol-2-yl)phenyl)carbamoyl)piperidine